9-(Prop-1-yn-1-yl)anthracene C(#CC)C=1C2=CC=CC=C2C=C2C=CC=CC12